COC(=O)C=1C(=CC(=CC1)OC)C1=CC=C(C=C1)N(C1=CC=CC=C1)C1=CC=CC=C1 4'-(diphenylamino)-5-methoxy-[1,1'-biphenyl]-2-carboxylic acid methyl ester